(furan-2-ylmethoxy)pyrazolo[1,5-a]quinazoline O1C(=CC=C1)COC1=NN2C(N=CC3=CC=CC=C23)=C1